NC=1C=C(C=CC1C)N1C(C=CC2=CN=C3C(=C12)C=C(C=C3)C3=CC=C(C=C3)NC(OC)=O)=O Methyl 4-(1-(3-amino-4-methylphenyl)-2-oxo-1,2-dihydrobenzo[h][1,6]naphthyridin-9-yl)phenylcarbamate